[C@H]12N(C[C@H](NC1)C2)C=2C(=NC(=NC2)S(=O)(=O)C)NC2=CC(=C(C=C2)F)Cl ((1R,4R)-2,5-diazabicyclo[2.2.1]heptan-2-yl)-N-(3-chloro-4-fluorophenyl)-2-(methylsulfonyl)pyrimidin-4-amine